Cl.N[C@@H]1C(N(C2=C(OC1)C=CC(=C2)OCC2=CC=C(C=C2)F)C)=O (S)-3-amino-7-((4-fluorobenzyl)oxy)-5-methyl-2,3-dihydrobenzo[b][1,4]oxazepin-4(5H)-one hydrochloride